3-[1-(2-methylpropyl)pyrazolo[4,3-c]pyridin-6-yl]-1H-pyrazol-4-yl-4-azaspiro[2.5]octane-4-carboxamide CC(CN1N=CC=2C=NC(=CC21)C2=NNC=C2C2CC21N(CCCC1)C(=O)N)C